C(C(C)C)C1=CC=C(C=C1)P(C1=CC=CC=C1)C1=CC=CC=C1 (p-isobutylphenyl)diphenyl-phosphine